[Br-].[Si](C)(C)(C(C)(C)C)OCCCC1=C(C=CC=C1)P(C1=CC=CC=C1)C1=CC=CC=C1 (3-((tert-butyldimethylsilyl)oxy)propyl)triphenylphosphine bromide